hydroxyethyl acrylate sodium dimethyl-taurate CN(CCS(=O)(=O)[O-])C.[Na+].C(C=C)(=O)OCCO